[S].[Mo].[Ni] Nickel molybdenum sulfur